(S)-5-Carbamoyl-pyridin-3-yl 2-methyl-4-(2-methyl-3-(trifluoromethyl) benzyl)piperazine-1-carboxylate C[C@@H]1N(CCN(C1)CC1=C(C(=CC=C1)C(F)(F)F)C)C(=O)OC=1C=NC=C(C1)C(N)=O